tert-butyl (S)-4-(2-(6-(1-(tert-butoxy)-2-ethoxy-2-oxoethyl)-7-(4-chlorophenyl)-5-methylbenzo[d]thiazol-2-yl)-5-methyl-5H-pyrrolo[2,3-b]pyrazin-7-yl)piperidine-1-carboxylate C(C)(C)(C)O[C@H](C(=O)OCC)C1=C(C2=C(N=C(S2)C=2N=C3C(=NC2)N(C=C3C3CCN(CC3)C(=O)OC(C)(C)C)C)C=C1C)C1=CC=C(C=C1)Cl